C(OC[C@H]1O[C@@]([C@@H]([C@@H]1O)O)(C#N)C1=CC=C2C(=NC=NN21)N)(OC(C)C)=O [(2R,3S,4R,5R)-5-(4-aminopyrrolo[2,1-f][1,2,4]triazin-7-yl)-5-cyano-3,4-dihydroxy-tetrahydrofuran-2-yl]methyl isopropyl carbonate